C(C1=CC=CC=C1)(=O)[O-].[Rh+2].C(C1=CC=CC=C1)(=O)[O-] rhodium(ii) benzoate